4-(((S)-1-(2-chloro-3-fluorophenyl)ethyl)amino)-2,5-difluoro-N-((R,E)-4-(methylsulfonyl)but-3-en-2-yl)benzamide ClC1=C(C=CC=C1F)[C@H](C)NC1=CC(=C(C(=O)N[C@H](C)\C=C\S(=O)(=O)C)C=C1F)F